CCCCCC[C@H](C/C=C\CCCCCCCC(=O)[O-])OS(=O)(=O)O.[Na+] sodium sulforicinoleate